ClC1=C(C(=O)Cl)C(=CC=C1)SC1=NC(=CC(=N1)OC)OC 2-chloro-6-((4,6-dimethoxypyrimidin-2-yl)thio)benzoyl chloride